2-(4-chloropyrimidin-2-yl)propan-2-ol ClC1=NC(=NC=C1)C(C)(C)O